BrC1=CN=C(N1C)C1CCOCC1 5-bromo-1-methyl-2-(tetrahydro-2H-pyran-4-yl)-1H-imidazole